N1=NC(=CC2=C1C1=C(CCC2)C=CC=C1)N1N=C(N=C1N)NC=1C=CC2=C(CCC(CC2)N2[C@H](CCC2)C(=O)OC)C1 1-(6,7-dihydro-5H-benzo[6,7]cyclohepta[1,2-c]pyridazin-3-yl)-N3-(7-((2R)-2-(methoxycarbonyl)pyrrolidin-1-yl)-6,7,8,9-tetrahydro-5H-benzo[7]annulene-2-yl)-1H-1,2,4-triazole-3,5-diamine